2-(3-{3-[1-(4-amino-3-methyl-1H-pyrazolo[3,4-d]pyrimidin-1-yl)ethyl]-5-chloro-2-methoxy-6-methylphenyl}azetidin-1-yl)acetamide NC1=C2C(=NC=N1)N(N=C2C)C(C)C=2C(=C(C(=C(C2)Cl)C)C2CN(C2)CC(=O)N)OC